ClC1=NNC2=C1N=C(NC1=C2C=C(N=C1)C1=NN(C=C1)CC(F)F)C1=C(C=CC=C1F)F 3-chloro-9-(1-(2,2-difluoroethyl)-1H-pyrazol-3-yl)-5-(2,6-difluorophenyl)-1,6-dihydropyrazolo[4,3-d]pyrido[4,3-f][1,3]diazepine